(2-((4,4-difluorocyclohexyl)amino)-6-(3,5-dimethyl-1H-pyrazol-1-yl)pyrimidin-4-yl)methanol FC1(CCC(CC1)NC1=NC(=CC(=N1)CO)N1N=C(C=C1C)C)F